ClC1=NN(C2=C(C(=CC=C12)C#N)OC1=NC=C(C=N1)Cl)CCCC(F)(F)F 3-chloro-7-(5-chloropyrimidin-2-yl)oxy-1-(4,4,4-trifluorobutyl)indazole-6-carbonitrile